N1(CCNCC1)CC1=CC=C(C=C1)C=1C=NC(=NC1)N1CCOCC1 4-(5-(4-(piperazin-1-ylmethyl)phenyl)pyrimidin-2-yl)morpholine